3''-chloro-4''-((5-chloropyridine-2-yl)methoxy)-3-(2-hydroxypropane-2-yl)-5',6''-dimethyl-2H,2''H-[1,2':4',1''-terpyridine] ClC=1CN(C(=CC1OCC1=NC=C(C=C1)Cl)C)C1=CC(=NC=C1C)N1CC(=CC=C1)C(C)(C)O